4-((1-(4-(trifluoromethoxy)phenyl)piperidin-4-yl)thio)-1H-1,2,3-triazole-5-carboxylic acid FC(OC1=CC=C(C=C1)N1CCC(CC1)SC=1N=NNC1C(=O)O)(F)F